NC1(C2C(C2C(C1)F)C(=O)O)C(=O)O (+)-2-amino-4-fluorobicyclo[3.1.0]hexane-2,6-dicarboxylic acid